FC=1C=CC(=C(CN2CC3(CN(C3)C3=CC=C(C=N3)C=3C=C(NC3)C=3C=NN(C3)C)C2)C1)O 4-(6-(6-(5-fluoro-2-hydroxybenzyl)-2,6-diazaspiro[3.3]heptan-2-yl)pyridin-3-yl)-2-(1-methyl-1H-pyrazol-4-yl)-1H-pyrrole